[N+](=O)([O-])C=1C=C(C=CC1)C1=CC=CC=2N1N=CC2C(=O)N2CCCCC2 (7-(3-nitrophenyl)pyrazolo[1,5-a]pyridin-3-yl)(piperidin-1-yl)methanone